C[C@H](CN1C=NC2=C(N=CN=C21)N)O (R)-(+)-9-(2-hydroxypropyl)adenine